NCCCOCCOCCOCCCN1CCN(CC1)CCNCCCOCCOCCOCCCN 1-[4-(3-{2-[2-(3-aminopropoxy)ethoxy]ethoxy}propyl)piperazin-1-yl]-7,10,13-trioxa-3-azahexadecan-16-amine